CN1CC2=CC(=CC=C2CC1)C=1C=C2C(=NC1)NC=C2C#CCOCC 2-((3-(5-(2-methyl-1,2,3,4-Tetrahydroisoquinolin-7-yl)-1H-pyrrolo[2,3-b]pyridin-3-yl)prop-2-yn-1-yl)oxy)ethane